3-bromo-6-(bromomethyl)-5-chloro-pyrazolo[1,5-a]pyrimidine BrC=1C=NN2C1N=C(C(=C2)CBr)Cl